ClC1=CC=C(C=C1)C1=CC(=NN1)C1(CC=C(C=C1)NC1=CC=CC=C1)N 1-(5-(4-chlorophenyl)-1H-pyrazol-3-yl)-N4-phenylbenzene-1,4-diamine